FC1(CCC(CC1)C(NC(=O)C1=CC=NN1C)C=1OC2=C(N1)C=C(C=C2)C(COC)N2C(NC(C2)C(F)(F)F)=O)F N-((4,4-difluorocyclohexyl)(5-(2-methoxy-1-(2-oxo-4-(trifluoromethyl)imidazolidin-1-yl)ethyl)benzo[d]oxazol-2-yl)methyl)-1-methyl-1H-pyrazole-5-carboxamide